Methyl-bipyridin CC=1C(=NC=CC1)C1=NC=CC=C1